C(C)C1=C(C=CC(=C1)C(F)(F)F)C(C)N=C=O 2-Ethyl-1-(1-isocyanatoethyl)-4-(trifluoromethyl)benzene